(1S,2S,3S,6R)-4-(fluoromethyl)-6-(((4-(isopropoxymethyl)cyclohexyl)methyl)amino)cyclohex-4-ene-1,2,3-triol FCC=1[C@@H]([C@@H]([C@H]([C@@H](C1)NCC1CCC(CC1)COC(C)C)O)O)O